CC1=C(C=CC=C1C)N1CCN(CC1)C(CN1N=C(C2=C1CCC2)C(=O)N2CCN(CC2)CC(F)(F)F)=O 1-[4-(2,3-dimethylphenyl)piperazin-1-yl]-2-{3-[4-(2,2,2-trifluoroethyl)piperazine-1-carbonyl]-5,6-dihydrocyclopenta[c]pyrazol-1(4H)-yl}ethan-1-one